6-(hydroxymethyl)-4-(prop-2-yn-1-yloxy)tetrahydro-2H-pyran-3,5-diol OCC1C(C(C(CO1)O)OCC#C)O